O=S1(CCN(CC1)CC(=O)N(C)C1=CC=C(C=C1)N\C(=C\1/C(NC2=NC(=CC=C21)C(=O)OC)=O)\C2=CC=CC=C2)=O (Z)-methyl 3-(((4-(2-(1,1-dioxidothiomorpholino)-N-methylacetamido)phenyl)amino)(phenyl)methylene)-2-oxo-2,3-dihydro-1H-pyrrolo[2,3-b]pyridine-6-carboxylate